C1(=CC(=CC=C1)OCCCN1C2=C(N(CCC1)C(=O)C1=CC=C(C=C1)NC(=O)C=1C(=CC=CC1)C1=CC=CC=C1)C=CC=C2)C N-(4-(5-(3-(m-tolyloxy)propyl)-2,3,4,5-tetrahydro-1H-benzo[b][1,4]diazepine-1-Carbonyl)phenyl)-[1,1'-biphenyl]-2-carboxamide